N-butoxymethyl-methacryl-amide C(CCC)OCNC(C(=C)C)=O